ClC=1C=C(C=C(C1)Cl)[C@]1(CC(=NO1)C1=CC(=C(C(=O)O)C=C1)C)C(F)(F)F |r| (5RS)-4-[5-(3,5-dichlorophenyl)-5-(trifluoromethyl)-4H-isoxazole-3-yl]-2-methylbenzoic acid